N-phenyl-4,4'-difluorobenzophenone imine C1(=CC=CC=C1)N=C(C1=CC=C(C=C1)F)C1=CC=C(C=C1)F